C(#N)CCCC(C(C(=O)[O-])O)=C=O 6-cyano-(5R)-hydroxy-3-carbonylhexanoate